C(C=C)N(C(OC)=O)C1=C(C(=CC=C1[N+](=O)[O-])OC)CC=C methyl allyl(2-allyl-3-methoxy-6-nitrophenyl)carbamate